2-((3-methoxyphenyl)sulfonamido)benzamide COC=1C=C(C=CC1)S(=O)(=O)NC1=C(C(=O)N)C=CC=C1